N-[(2S)-1-[(2S,4R)-4-hydroxy-2-[5-[4-(4-methyl-1,3-thiazol-5-yl)phenyl]-1H-imidazol-2-yl]pyrrolidin-1-yl]-3,3-dimethyl-1-oxobutan-2-yl]acetamide O[C@@H]1C[C@H](N(C1)C([C@H](C(C)(C)C)NC(C)=O)=O)C=1NC(=CN1)C1=CC=C(C=C1)C1=C(N=CS1)C